(2S,3R)-2,3-Difluoro-N-(2-(piperidin-1-yl)-4-((4-(trifluoromethyl)benzyl)amino)phenyl)heptanamid F[C@@H](C(=O)NC1=C(C=C(C=C1)NCC1=CC=C(C=C1)C(F)(F)F)N1CCCCC1)[C@@H](CCCC)F